tert-butyl 1-((5-nitropyridin-2-yl)amino)-3,6,9,12-tetraoxapentadecan-15-oate [N+](=O)([O-])C=1C=CC(=NC1)NCCOCCOCCOCCOCCC(=O)OC(C)(C)C